BrC1=C(C=C(C=C1)F)C=1N(C(NN1)=S)C 5-(2-bromo-5-fluorophenyl)-4-methyl-2,4-dihydro-3H-1,2,4-triazole-3-thione